N-(4,5-dimethoxy-2-(4-(2-(sulfamoylamino)ethyl)piperidine-1-carbonyl)phenyl)acetamide COC1=CC(=C(C=C1OC)NC(C)=O)C(=O)N1CCC(CC1)CCNS(N)(=O)=O